FC=1C=CC(=NC1)[C@H]([C@@H](O)C1=NC=C(C=C1)F)N1C(C2=CC(=CC=C2C1)C=1OC(=NN1)C(F)F)=O |r| 2-[(1rs,2rs)-1,2-bis(5-fluoropyridin-2-yl)-2-hydroxyethyl]-6-[5-(difluoromethyl)-1,3,4-oxadiazol-2-yl]-2,3-dihydro-1H-isoindol-1-one